selenium di-sulfide [Se](=S)=S